methoxy(2,2,2-trifluoroethoxy)methane COCOCC(F)(F)F